(6-((4-(2,3-dihydrobenzo[b][1,4]dioxin-6-yl)-5-fluoropyrimidin-2-yl) amino) pyridin-3-yl) piperazine-1-carboxylate N1(CCNCC1)C(=O)OC=1C=NC(=CC1)NC1=NC=C(C(=N1)C1=CC2=C(OCCO2)C=C1)F